F/C=C(\CNC(OC(C)(C)C)=O)/COC=1C=C2CCN(C(C2=CC1)=O)C1=NC=CC=C1 t-Butyl N-[(E)-3-fluoro-2-[(1-oxo-2-(2-pyridyl)-3,4-dihydroisoquinolin-6-yl)oxymethyl]allyl]carbamate